N1C=NC2=C1C=C(C=C2)CN(C2=CC(=CC=C2)OCCOCCOCC2=CC=CC=C2)CC2=CC(=CC=C2)OC N-((1H-benzo[d]imidazol-6-yl)methyl)-3-(2-(2-(benzyloxy)ethoxy)ethoxy)-N-(3-methoxybenzyl)aniline